(biphenylyl)(carbazolylphenyl)(dibenzofuranyl)triazine C1(=C(C=CC=C1)C1=C(C(=NN=N1)C1=CC=CC=2OC3=C(C21)C=CC=C3)C3=C(C=CC=C3)C3=CC=CC=2C1=CC=CC=C1NC32)C3=CC=CC=C3